Tert-butyl ((S)-1-(4,4-difluorocyclohexyl)-2-((4-((S)-2-methoxy-1-((S)-2-oxo-4-(trifluoromethyl) imidazolidin-1-yl)ethyl)pyridin-2-yl)amino)-2-oxoethyl)carbamate FC1(CCC(CC1)[C@@H](C(=O)NC1=NC=CC(=C1)[C@@H](COC)N1C(N[C@@H](C1)C(F)(F)F)=O)NC(OC(C)(C)C)=O)F